2-(4-cyclopropyl-6-methoxypyrimidin-5-yl)-8H-pyrido[2,3-d]pyrimidin-7-one C1(CC1)C1=NC=NC(=C1C=1N=CC2=C(N1)NC(C=C2)=O)OC